methyl-7-(tetrahydro-2H-pyran-4-yl)-1H-indole-3-carboxamide CN1C=C(C2=CC=CC(=C12)C1CCOCC1)C(=O)N